methyl-(1-methyl-palmityl-glutamic acid) CN([C@@H](CCC(=O)O)C(=O)O)C(CCCCCCCCCCCCCCC)C